BrC1=C(C(N(C=C1)C)=O)C#N 4-bromo-1-methyl-2-oxo-1,2-dihydropyridine-3-carbonitrile